CCCCCC(CCCCC(CCCCCCC)O)O octadecane-6,11-diol